tert-butyl (exo)-hexahydro-1H-pyrrolo[3,4-c]pyrrole-2-carboxylate C1N(CC2C1CNC2)C(=O)OC(C)(C)C